1-(1,3-Dioxan-2-yl)-2-methylpropane-1-thiol O1C(OCCC1)C(C(C)C)S